(2S,4r)-4-hydroxy-1-[(2S)-2-[4-(2-methoxy-3-pyridinyl)triazol-1-yl]-3,3-dimethyl-butyryl]-N-methyl-pyrrolidine-2-carboxamide O[C@@H]1C[C@H](N(C1)C([C@H](C(C)(C)C)N1N=NC(=C1)C=1C(=NC=CC1)OC)=O)C(=O)NC